FC1=C(C=CC(=C1)OC)C.[P] phosphorus 2-fluoro-4-methoxy-1-methylbenzene